(R or S)-2-(6-(1-(2-fluoro-5-(trifluoromethoxy)benzyl)-1H-pyrazol-3-yl)pyridin-2-yl)-2-hydroxypropane-1-sulfonamide FC1=C(CN2N=C(C=C2)C2=CC=CC(=N2)[C@@](CS(=O)(=O)N)(C)O)C=C(C=C1)OC(F)(F)F |o1:15|